(S)-quinuclidin-3-yl (7-(2-(2-methoxyethoxy)phenyl)chroman-4-yl)carbamate COCCOC1=C(C=CC=C1)C1=CC=C2C(CCOC2=C1)NC(O[C@@H]1CN2CCC1CC2)=O